FC(C1=NC=CC=C1N1C[C@@H](CC1)C1=NC=CC=N1)(F)F ((R)-1-(2-(trifluoromethyl)pyridin-3-yl)pyrrolidin-3-yl)pyrimidine